CC1=CC=CC2=CC=CC=C12 1-Methyl-naphthalene